3-((4-(4-methylpiperidin-4-yl)phenyl)amino)-5-(3-(3-oxohexahydroimidazo[1,5-a]pyridine-2(3H)-yl)piperidin-1-yl)pyrazine-2-carboxamide CC1(CCNCC1)C1=CC=C(C=C1)NC=1C(=NC=C(N1)N1CC(CCC1)N1C(N2C(CCCC2)C1)=O)C(=O)N